C1(CCC1)C=1C=NN2C1N=C(C=C2NC2=CC(=CC=C2)F)NC[C@@H]2C[C@H](CNC2)O (3R,5R)-5-(((3-cyclobutyl-7-((3-fluorophenyl)amino)pyrazolo[1,5-a]pyrimidin-5-yl)amino)methyl)piperidin-3-ol